C(CCCCCCC(C)C)OC(CCCCCN)=O Isodecyl-6-aminohexanoate